BrC1=CC(=NC=C1)O[C@H]1CN(C[C@@H]1F)C1=C(C(N(N=C1)C1OCCCC1)=O)Cl 5-((3S,4S)-3-((4-bromopyridin-2-yl)oxy)-4-fluoro-pyrrolidin-1-yl)-4-chloro-2-(tetrahydro-2H-pyran-2-yl)pyridazin-3(2H)-one